C1=CN=C2N1C1=C(C(N2)=O)CNCC1 6,7,8,9-tetrahydroimidazo[1,2-a]pyrido[3,4-e]pyrimidin-5(4H)-one